1-Dodecyl-3-methylimidazole styrenesulfonate C(=CC1=CC=CC=C1)S(=O)(=O)O.C(CCCCCCCCCCC)N1CN(C=C1)C